(3Z)-6,6-dihexanyloxy-3-hexen-1-ol C(CCCCC)OC(C\C=C/CCO)OCCCCCC